2-(phenylamino)ethan-1-amine C1(=CC=CC=C1)NCCN